(2-methoxy-4-(4-methylpiperazin-1-yl)phenyl)-9H-purine-2,6-diamine COC1=C(C=CC(=C1)N1CCN(CC1)C)N1C2=NC(=NC(=C2N=C1)N)N